N1(C=CC=C1)C1=NC=C(C(=O)O)C=C1 6-(1H-pyrrol-1-yl)nicotinic acid